(4S,5S)-ethyl-4-((tert-butoxycarbonyl)amino)-5-methyl-3-oxoheptanoic acid ethyl ester C(C)OC(C(C([C@H]([C@H](CC)C)NC(=O)OC(C)(C)C)=O)CC)=O